[O-2].[Cr+3].[Mo+4].[Ni+2] nickel molybdenum chromium oxide